6-(4-bromo-2-chloro-phenylamino)-7-fluoro-3-(tetrahydro-furan-2-ylmethyl)-3H-benzimidazole-5-carboxylic acid (2-hydroxy-ethoxy)-amide OCCONC(=O)C1=CC2=C(N=CN2CC2OCCC2)C(=C1NC1=C(C=C(C=C1)Br)Cl)F